N=1N=COC=2C1C1=CC=CC=C1C2 indeno[1,3,4]oxadiazine